[Si](C)(C)(C(C)(C)C)OC1CC=C(CC1)C1=CC2=C(C=N1)N=C(S2)NC(=O)C=2C=NC(=CC2C2=CC(=NC=C2OC)Cl)C([2H])([2H])[2H] N-(6-(4-((tert-butyldimethylsilyl)oxy)cyclohex-1-en-1-yl)thiazolo[4,5-c]pyridin-2-yl)-2'-chloro-5'-methoxy-6-(methyl-d3)-[4,4'-bipyridine]-3-carboxamide